BrC1=C(N(C2=NC(=C(C=C2C1=C=O)F)CCO)C1CCCC1)CN1C(C2=C(C=C1)[C@@](C(OC2)=O)(O)CC)=O (S)-7-((3-bromo-1-cyclopentyl-6-fluoro-7-(2-hydroxyethyl)-4-carbonyl-1,4-dihydro-1,8-naphthyridin-2-yl)methyl)-4-ethyl-4-hydroxy-1,7-dihydro-3H-pyrano[3,4-c]pyridine-3,8(4H)-dione